2-(4-(trifluoromethyl)phenyl)-5,6,7,8-tetrahydro-10H-oxazolo[5,4-d]pyrido[1,2-a]pyrimidin-10-one FC(C1=CC=C(C=C1)C=1OC=2N=C3N(C(C2N1)=O)CCCC3)(F)F